Cl.NCCNS(=O)(=O)C1=CC(=C(C2=CC=CC=C12)OCCOCC)Cl N-(2-Aminoethyl)-3-chloro-4-(2-ethoxyethoxy)naphthalene-1-sulfonylamine hydrochloride